O[C@@H](C)C1CCN(CC1)C(=O)OC(C)(C)C tert-butyl (S)-4-(1-hydroxyethyl)piperidine-1-carboxylate